4-hydroxy-2-methyl-N-(2-pyridyl)-2H-1,2-benzothiazine-3-carboxamide 1,1-dioxide OC1=C(N(S(C2=C1C=CC=C2)(=O)=O)C)C(=O)NC2=NC=CC=C2